ClC=1C=C(C=C(C1)Cl)C1(CC1)C1=NOC(=N1)CC(C(=O)OC(C)(C)C)=C tert-butyl 2-((3-(1-(3,5-dichlorophenyl)cyclopropyl)-1,2,4-oxadiazol-5-yl)methyl)acrylate